C1(=CC=CC=C1)C1=CC=CC(=N1)C1=C(C(=C(C(=C1N1C2=CC=CC=C2C=2C=C(C=CC12)C)C1=CC=NC=C1)N1C2=CC=CC=C2C=2C=C(C=CC12)C)N1C2=CC=CC=C2C=2C=C(C=CC12)C)N1C2=CC=CC=C2C=2C=C(C=CC12)C 9,9',9'',9'''-(4-(6-phenylpyridin-2-yl)-6-(pyridin-4-yl)benzene-1,2,3,5-tetrayl)tetrakis(3-methyl-9H-carbazole)